CC1(CCC=C1[Si](C)(C)C)C (5,5-dimethyl-1-cyclopenten-1-yl)(trimethyl)silane